bisdecanyl-dimethyl-ammonium chloride [Cl-].C(CCCCCCCCC)[N+](C)(C)CCCCCCCCCC